CC1(OB(OC1(C)C)C1=CC=2N(C=C1)N=C(C2)NC(OC(C)(C)C)=O)C tert-butyl (5-(4,4,5,5-tetramethyl-1,3,2-dioxaborolan-2-yl)pyrazolo[1,5-a]pyridin-2-yl)carbamate